N-(3-chloro-5-(methylsulfonamido)phenyl)-1-methyl-5-(5-(trifluoromethyl)pyrimidin-2-yl)-1H-pyrrole-3-carboxamide ClC=1C=C(C=C(C1)NS(=O)(=O)C)NC(=O)C1=CN(C(=C1)C1=NC=C(C=N1)C(F)(F)F)C